C(C)OC(C1C(CC(CC1)(C)C)(O)C12CC(C1)(C2)C(F)F)OCC 2-(diethoxymethyl)-1-(3-(difluoromethyl)bicyclo[1.1.1]pentan-1-yl)-5,5-dimethylcyclohexan-1-ol